[O-]CCCC.[Bi+3].[O-]CCCC.[O-]CCCC bismuth(III) n-butoxide